ClC1=CC(=NC(=C1)C1=C2C(N(CC2=CC=C1)[C@@H](C(C)(C)O)C1CC1)=O)C#N 4-chloro-6-[2-[(1R)-1-cyclopropyl-2-hydroxy-2-methyl-propyl]-3-oxo-isoindolin-4-yl]pyridine-2-carbonitrile